2-amino-6,6,11-trimethyl-4-phenyl-6,11-dihydro-5H-pyrido[2,3-a]carbazole-3-carbonitrile NC=1C(=C(C2=C(C=3N(C4=CC=CC=C4C3C(C2)(C)C)C)N1)C1=CC=CC=C1)C#N